(S)-(4-(difluoromethyl)-2-(2-methoxy-7-methylquinoxalin-5-yl)-7,8-dihydro-[1,4]dioxino[2',3':3,4]benzo[1,2-d]thiazol-7-yl)methanol FC(C1=CC2=C(C3=C1N=C(S3)C3=C1N=CC(=NC1=CC(=C3)C)OC)OC[C@@H](O2)CO)F